N-[6-(piperazin-1-yl)-2-(pyrrolidin-1-yl)pyrimidin-4-yl]-1-(propan-2-yl)-1H-pyrazolo[4,3-c]pyridin-6-amine N1(CCNCC1)C1=CC(=NC(=N1)N1CCCC1)NC1=CC2=C(C=N1)C=NN2C(C)C